ClC=1C=C(C=CC1C(C)C)[C@H](NC(=O)[C@H]1N(C[C@@H](C1)F)C(CC1=CN=NN1)=O)C1=CC=CC=C1 (2S,4R)-N-[(R)-[3-chloro-4-(propan-2-yl)phenyl](phenyl)methyl]-4-fluoro-1-[2-(1H-1,2,3-triazol-5-yl)acetyl]pyrrolidine-2-carboxamide